1',2',3',4',5',6'-hexahydro-[3,4']bipyridinyl-6-ylamine dihydrochloride Cl.Cl.N1=CC(=CC=C1N)C1CCNCC1